1,5,7-Trimethylindenyllithium CC1C(=CC2=CC(=CC(=C12)C)C)[Li]